C(C)(C)(C)OC(N(C(=O)OC(C)(C)C)C=1C2=C(N=CN1)N(C=C2C#C)[C@@H]2SC([C@H]1OC(O[C@H]12)(C)C)NC(C1=CC=CC=C1)=O)=O (7-((3aR,4R,6aS)-6-(benzoylamino)-2,2-dimethyltetrahydrothieno[3,4-d][1,3]dioxol-4-yl)-5-ethynyl-7H-pyrrolo[2,3-d]pyrimidin-4-yl)(t-butoxycarbonyl)carbamic acid tert-butyl ester